FC1=CC=C(CN(C(=O)N)N2CCC(CC2)C)C=C1 1-(4-fluorobenzyl)-1-(4-methylpiperidinyl)urea